2-tolyl-2-dimethylamino-1-(4-morpholinophenyl)-1-butanone C1(=C(C=CC=C1)C(C(=O)C1=CC=C(C=C1)N1CCOCC1)(CC)N(C)C)C